3-cyclopropyl-N-methyl-4-(prop-2-yn-1-ylamino)benzamide C1(CC1)C=1C=C(C(=O)NC)C=CC1NCC#C